7-fluoro-5-(5-fluoro-2-(3-methoxy-4,5-dimethylphenylamino)pyrimidin-4-ylamino)benzo[d]oxazol-2(3H)-one trifluoroacetate salt FC(C(=O)O)(F)F.FC1=CC(=CC=2NC(OC21)=O)NC2=NC(=NC=C2F)NC2=CC(=C(C(=C2)C)C)OC